C(CCC)OCC(C)[O-].C(CCC)OCC(C)[O-].[Mg+2] magnesium bis(1-butoxypropan-2-olate)